ClC1=CC=CC2=C1NC(=N2)C(=O)N2C(C=1N(CC2)C(=CC1)C(=O)NC1CC1)C 2-(7-Chloro-1H-benzo[d]imidazole-2-carbonyl)-N-cyclopropyl-1-methyl-1,2,3,4-tetrahydropyrrolo[1,2-a]pyrazine-6-carboxamide